(S)-2-((1-(tert-butoxycarbonyl)piperidin-4-ylidene)methyl)-7-fluoro-1-(oxetan-2-ylmethyl)-1H-benzo[d]imidazole-6-carboxylic acid ethyl ester C(C)OC(=O)C=1C=CC2=C(N(C(=N2)C=C2CCN(CC2)C(=O)OC(C)(C)C)C[C@H]2OCC2)C1F